FC=1C(=CC=2C3=C(NC(C2C1)=O)COCC3N(C(C3=CC=C(C=C3)C(F)(F)F)=O)C)F N-(8,9-Difluoro-6-oxo-1,4,5,6-tetrahydro-2H-pyrano[3,4-c]isoquinolin-1-yl)-N-methyl-4-(trifluoromethyl)benzamide